O=C1CCN(CC1)C(=O)OC(C(Cl)(Cl)Cl)(C)C 1,1,1-trichloro-2-methylpropan-2-yl 4-oxopiperidine-1-carboxylate